BUTYL-METHOXYDIBENZOYLMETHAN C(CCC)C(C(C1=CC=CC=C1)=O)(C(C1=CC=CC=C1)=O)OC